ClC1=CC(=CC=2CN(CCOC21)CC2=NC(=NC=C2)NC2COC2)N2C=CC1=CC(=CC=C21)F 4-{[9-chloro-7-(5-fluoroindol-1-yl)-3,5-dihydro-2H-1,4-benzoxazepin-4-yl]methyl}-N-(oxetan-3-yl)pyrimidin-2-amine